C(C)(C)(C)C1=CC=C(C=C1)NC=1OC(=NN1)C1=CC=CC=C1 (4-(tert-butyl)phenyl)-5-phenyl-1,3,4-oxadiazol-2-amine